BrC1=CN=CC=2N1C=NN2 5-bromo-[1,2,4]triazolo[4,3-a]pyrazine